Ethyl 1-(2-methoxy-3-methylpyridin-4-yl)-5-(trifluoromethyl)-1H-pyrazole-4-carboxylate COC1=NC=CC(=C1C)N1N=CC(=C1C(F)(F)F)C(=O)OCC